12-chloro-4,6,8,10-tetramethyltridecyl octyloxymethyl ether C(CCCCCCC)OCOCCCC(CC(CC(CC(CC(C)Cl)C)C)C)C